6-(2-(5-fluoro-6-methylpyridin-2-yl)-5,6-dihydro-cyclopenta[d]imidazol-1(4H)-yl)-N-(2-hydroxyethyl)imidazo[1,2-a]pyridine-3-carboxamide FC=1C=CC(=NC1C)C1=NC2=C(N1C=1C=CC=3N(C1)C(=CN3)C(=O)NCCO)CCC2